C(C)OC(\C(=C/C1=NC=C(C=C1[N+](=O)[O-])Br)\C)=O (2Z)-3-(5-bromo-3-nitropyridin-2-yl)-2-methylprop-2-enoic acid ethyl ester